1-(Benzo[d]thiazol-2-yl)-2-(2-bromo-6-hydroxyphenoxy)ethan-1-one (2R,3S)-1-(dideutero(pentadeuterophenyl)methyl)-2-methylpyrrolidin-3-yl-methanesulfonate [2H]C(N1[C@@H]([C@H](CC1)CS(=O)(=O)O)C)(C1=C(C(=C(C(=C1[2H])[2H])[2H])[2H])[2H])[2H].S1C(=NC2=C1C=CC=C2)C(COC2=C(C=CC=C2O)Br)=O